FC=1C=C(C=CC1F)[C@H]1N([C@H](CC1)C)C(CN1C(O[C@]2(C1=O)CCC1=C(C(=CC=C12)NC(=O)NC)F)=O)=O 1-((R)-3'-(2-((2S,5S)-2-(3,4-difluorophenyl)-5-methylpyrrolidin-1-yl)-2-oxoethyl)-4-fluoro-2',4'-dioxo-2,3-dihydrospiro[indene-1,5'-oxazolidine]-5-yl)-3-methylurea